7-cyclobutyl-8-(cyclobutylcarbamoyl)-2-oxo-1,2-dihydroquinoline-3-carboxylic acid C1(CCC1)C1=CC=C2C=C(C(NC2=C1C(NC1CCC1)=O)=O)C(=O)O